P(=O)([O-])([O-])[O-].[K+].[K+].[K+].C1(CCCC1)OC1=C(N)C=C(C=C1)C=1C=NOC1C 2-(cyclopentyloxy)-5-(5-methylisoxazol-4-yl)aniline Tripotassium phosphate